CC=1C=C(C=CC1CNC(C1=C(C(=C(C(=C1OC)F)F)F)F)=O)C1=NN2C(NC3=C(CC2)C=CC=C3)=C1C(=O)N 2-(3-methyl-4-((2,3,4,5-tetrafluoro-6-methoxybenzamido)methyl)phenyl)-9,10-dihydro-4H-benzo[d]pyrazolo[1,5-a][1,3]diazepine-3-carboxamide